dihydroxy-2,4,6,8-TETRAMETHYLDEC-2-enoic acid OC(C(=C(C(=O)O)C)O)(CC(CC(CC)C)C)C